(S)-N-(4-((4-(4-aminopyrimidin-2-yl)-1,3-dimethyl-1H-pyrazol-5-yl)oxy)butan-2-yl)-6'-chloro-5-(2-fluoropropan-2-yl)-[2,3'-bipyridin]-4'-amine NC1=NC(=NC=C1)C=1C(=NN(C1OCC[C@H](C)NC1=C(C=NC(=C1)Cl)C1=NC=C(C=C1)C(C)(C)F)C)C